(Z)-3-(2-Methyl-1-(3-phenoxybenzylidene)-1H-inden-3-yl)propanoic acid CC=1/C(/C2=CC=CC=C2C1CCC(=O)O)=C/C1=CC(=CC=C1)OC1=CC=CC=C1